(Ra)-6-(4-Fluoro-1-(4-(pyridin-4-yl)benzyl)-1H-indol-7-carboxamido)spiro[3.3]heptan FC1=C2C=CN(C2=C(C=C1)C(=O)NC1CC2(CCC2)C1)CC1=CC=C(C=C1)C1=CC=NC=C1